BrC1=C(C=C(C(=N1)C1=CN=C2N1N=C(C(=C2)OC)C(C(F)(F)F)(C)O)F)F 2-[3-(6-bromo-3,5-difluoro-2-pyridyl)-7-methoxy-imidazo[1,2-b]pyridazin-6-yl]-1,1,1-trifluoro-propan-2-ol